CN1C(=O)N(C=2N=CN(C2C1=O)C)C 1,3,7-trimethyl-xanthine